2-[(2S)-1,4-dioxan-2-ylmethyl]-4-ethyl-8-methyl-2H-furo[2,3-g]indazole-7-carboxylic acid O1[C@H](COCC1)CN1N=C2C3=C(C=C(C2=C1)CC)OC(=C3C)C(=O)O